2-(((1r,4r)-4-((8-chloro-2-(2,6-difluorophenyl)pyrazolo[1,5-a][1,3,5]triazin-4-yl)amino)cyclohexyl)amino)ethan-1-ol ClC=1C=NN2C1N=C(N=C2NC2CCC(CC2)NCCO)C2=C(C=CC=C2F)F